amyl acetate (pentyl acetate) C(CCCC)CC(=O)O.C(C)(=O)OCCCCC